BrC=1C=C(C=CC1OC)NC(C(=O)OC)=O methyl 2-((3-bromo-4-methoxyphenyl) amino)-2-oxoacetate